FC1=C(C(=CC=C1)C(F)(F)F)N1N=C(C=2C1=CN=CC2)C2=CC=C(C=C2)N2CCN(CC2)C (2-fluoro-6-(trifluoromethyl)phenyl)-3-(4-(4-methylpiperazin-1-yl)phenyl)-1H-pyrazolo[3,4-c]pyridine